6-((1H-pyrazol-4-yl)sulfonyl)-2-((1,5-dimethyl-1H-pyrazol-3-yl)methyl)phthalazin-1(2H)-one N1N=CC(=C1)S(=O)(=O)C=1C=C2C=NN(C(C2=CC1)=O)CC1=NN(C(=C1)C)C